2-cyclopropene-1-one C1(C=C1)=O